(3R*,4R*)-1-Cyclopropylmethyl-4-{[1-(2,4-difluoro-phenyl)-1H-[1,2,3]triazole-4-carbonyl]-amino}-piperidine-3-carboxylic acid ((R)-1-pyridin-2-yl-ethyl)-amide N1=C(C=CC=C1)[C@@H](C)NC(=O)[C@@H]1CN(CC[C@H]1NC(=O)C=1N=NN(C1)C1=C(C=C(C=C1)F)F)CC1CC1 |o1:11,16|